Ethyl (S)-3-((tert-butoxycarbonyl)amino)-3-(2',4,4',5-tetrafluoro-6'-(hex-5-en-1-yl)-[1,1'-biphenyl]-3-yl)propanoate C(C)(C)(C)OC(=O)N[C@@H](CC(=O)OCC)C=1C=C(C=C(C1F)F)C1=C(C=C(C=C1CCCCC=C)F)F